FC(F)N(C(F)(F)F)C(C(CC)O)OC1=C(C=CC=C1)CCC1=CC(=CC=C1)OC(F)(F)F ((difluoromethyl)(trifluoromethyl)amino)-1-(2-(3-(trifluoromethoxy)phenethyl)phenoxy)butan-2-ol